6-[4-nitro-3-(trifluoromethyl)-1H-pyrazol-1-yl]-2-(tetrahydro-2H-pyran-4-yl)-2-azaspiro[3.3]heptane [N+](=O)([O-])C=1C(=NN(C1)C1CC2(CN(C2)C2CCOCC2)C1)C(F)(F)F